FC(F)(F)OOC(F)(F)F Bis(trifluoromethyl)peroxide